C1(CC1)CN1C(=CC2=CC=CC(=C12)OC[C@H](C)OS(=O)(=O)C)C(=O)OCC ethyl (S)-1-(cyclopropylmethyl)-7-(2-((methylsulfonyl) oxy) propoxy)-1H-indole-2-carboxylate